(4-acetyl-7,10-bis(carboxymethyl)-1,4,7,10-tetraazacyclododecane-1-yl)europium acetate C(C)(=O)[O-].C(C)(=O)N1CCN(CCN(CCN(CC1)CC(=O)O)CC(=O)O)[Eu+2].C(C)(=O)[O-]